C(C1=CC=CC=C1)NC1=C(C=C(C=C1)S(=O)(=O)N)C=1N=CN(C1)C 4-(benzylamino)-3-(1-methylimidazol-4-yl)benzenesulfonamide